N-(2-(cyclohex-1-en-1-yl)ethyl)-N-(naphthalen-2-yl)-4-(trifluoromethyl)benzenesulfonamide C1(=CCCCC1)CCN(S(=O)(=O)C1=CC=C(C=C1)C(F)(F)F)C1=CC2=CC=CC=C2C=C1